chloro-5-(trifluoromethyl)pyrimidine ClC1=NC=C(C=N1)C(F)(F)F